N-(1'-(2-(1,1-difluoroethyl)-5-fluoropyrimidin-4-yl)-1',2'-dihydrospiro[cyclopropane-1,3'-pyrrolo[3,2-c]pyridin]-6'-yl)acetamide FC(C)(F)C1=NC=C(C(=N1)N1CC2(C=3C=NC(=CC31)NC(C)=O)CC2)F